CN1N=C(C(=C1)CC(=O)NC1=NC=CC(=C1)C1=C(C2=NC=CC=C2N1)C1=NC=CC=C1)C 2-(1,3-dimethylpyrazol-4-yl)-N-[4-[3-(2-pyridyl)-1H-pyrrolo[3,2-b]pyridin-2-yl]-2-pyridyl]acetamide